C1(CC1)CC1=NN=NN1CC1=C(N=NN1C)C1=CC=C(C(=N1)CC)O[C@@H]1C[C@H](CCC1)C(=O)O (1S,3S)-3-{[6-(5-{[5-(cyclopropyl-methyl)-1H-1,2,3,4-tetrazol-1-yl]methyl}-1-methyl-1H-1,2,3-triazol-4-yl)-2-ethylpyridin-3-yl]oxy}cyclohexane-1-carboxylic acid